5-chloro-1'-[2-({2-oxo-1-[(cis)-3-hydroxy-3-methylcyclobutyl]-7-(trifluoromethyl)-2,3-dihydro-1H-1,3-benzodiazol-5-yl}oxy)ethyl]-1,2-dihydrospiro[indole-3,4'-piperidin]-2-one ClC=1C=C2C(=CC1)NC(C21CCN(CC1)CCOC1=CC2=C(N(C(N2)=O)C2CC(C2)(C)O)C(=C1)C(F)(F)F)=O